6'-(2-(1-(Cyclopropylsulfonyl)-1H-pyrazol-4-yl)pyrimidin-4-yl)-N4'-(4,4-difluorocyclohexyl)-5-((1-methylpiperidin-4-yl)oxy)-[2,3'-bipyridine]-4',6'-diamine C1(CC1)S(=O)(=O)N1N=CC(=C1)C1=NC=CC(=N1)C1(C=C(C(=CN1)C1=NC=C(C=C1)OC1CCN(CC1)C)NC1CCC(CC1)(F)F)N